C(CCCCCCCCCCCCC)SCCC(=O)OC1=C(C=C(C(=C1)C)SC1=CC(=C(C=C1C)OC(CCSCCCCCCCCCCCCCC)=O)C(C)(C)C)C(C)(C)C thiobis[2-(1,1-dimethylethyl)-5-methyl-4,1-phenylene] bis[3-(tetradecylthio)-propionate]